(±)-4-[3-(2-chloro-5-fluoro-phenyl)-1,4-oxazepan-4-yl]-6-methyl-pyrimidin-2-amine ClC1=C(C=C(C=C1)F)[C@@H]1COCCCN1C1=NC(=NC(=C1)C)N |r|